CC1=NN(C(=N1)C)C1=NC(=NC=C1F)N1CCN(CC1)C(=O)N1N=CCC1C=1C=C(C#N)C=C(C1F)F 3-(1-(4-(4-(3,5-dimethyl-1H-1,2,4-triazol-1-yl)-5-fluoropyrimidin-2-yl)piperazine-1-carbonyl)-4,5-dihydro-1H-pyrazol-5-yl)-4,5-difluorobenzonitrile